(S)-N-(5-(2-(1-cyclopropylethyl)-7-(difluoromethoxy)-1-oxoisoindolin-5-yl)-4-ethoxy-7-((2-(trimethylsilyl)ethoxy)methyl)-7H-pyrrolo[2,3-d]pyrimidin-2-yl)acetamide C1(CC1)[C@H](C)N1C(C2=C(C=C(C=C2C1)C1=CN(C=2N=C(N=C(C21)OCC)NC(C)=O)COCC[Si](C)(C)C)OC(F)F)=O